CC1(C)CCCC(C)=C1\C=C\C(\C)=C\C=C\C(\C)=C\C=C\C=C(/C)\C=C\C=C(/C)\C=C\C1C(C)=CCCC1(C)C all-trans-α-carotene